(5-chloro-8-quinolinoxy)-acetic acid 4-allyloxy-butyl ester C(C=C)OCCCCOC(COC=1C=CC(=C2C=CC=NC12)Cl)=O